F[P-](F)(F)(F)(F)F.N(=[N+]=[N-])C1N(CCN1C)C 2-azido-1,3-dimethylimidazolidine hexafluorophosphate